CNC(/C=C/C(=O)O)=O (E)-4-(methylamino)-4-oxobut-2-enoic acid